furo[3,2-c]pyridin-4-ylmethanol O1C=CC=2C(=NC=CC21)CO